1-(4-methoxybenzyl)-3-methyl-1H-pyrazole-5-carboxylic acid ethyl ester C(C)OC(=O)C1=CC(=NN1CC1=CC=C(C=C1)OC)C